ethyl-N-(1-(2-methyl-3-(trifluoromethyl)phenyl)ethyl)propane-2-sulfinamide C(C)CC(C)S(=O)NC(C)C1=C(C(=CC=C1)C(F)(F)F)C